COCCOCOC=1C=C(C(=O)O)C=CC1OCOCCOC 3,4-bis((2-methoxyethoxy)methoxy)benzoic acid